di-n-decyl sulfone C(CCCCCCCCC)S(=O)(=O)CCCCCCCCCC